C(C)(=O)C1=C(C=C(C=C1)OB(O)O)F (4-Acetyl-3-fluorophenyl)boric acid